CN1N=NC(=C1)C(=O)N 1-methyl-1H-1,2,3-triazole-4-carboxamide